C[C@H]1N(CCCC1)C1=CN=CC(=N1)C=O 6-[(2R)-2-methyl-1-piperidyl]pyrazine-2-carbaldehyde